2-((4-ethoxy-5-fluoropyridin-2-yl)methyl)-7-(2-(ethyl(methyl)amino)ethyl)-5-(6-fluoro-2-methylpyridin-3-yl)-3,4-dihydroisoquinolin-1(2H)-one C(C)OC1=CC(=NC=C1F)CN1C(C2=CC(=CC(=C2CC1)C=1C(=NC(=CC1)F)C)CCN(C)CC)=O